[I-].C(CCCCCCCCC)(=O)OC(C1=CC=CC=C1)[N+]1(CCC=C(C1)C1=NSN=C1OCCCCCC)C [[5-(4-hexoxy-1,2,5-thiadiazol-3-yl)-1-methyl-3,6-dihydro-2H-pyridin-1-ium-1-yl]-phenyl-methyl] decanoate iodide